C(C1=CC=CC=C1)NC(=O)C1=CC2=C(N=C(S2)C2CCN(CC2)C)C=C1 N-benzyl-2-(1-methylpiperidin-4-yl)benzo[d]thiazole-6-carboxamide